4-(3-(5-cyclopropyl-4,7-difluoro-3,3-dimethyl-2-oxoindolin-1-yl)-2-oxopyrazin-1(2H)-yl)butanoic acid C1(CC1)C=1C(=C2C(C(N(C2=C(C1)F)C=1C(N(C=CN1)CCCC(=O)O)=O)=O)(C)C)F